N1=CN=C(C2=C1NC=C2)N2CCSC(=C2)C2=NN(N=C2)C2CCN(CC2)C(=O)OC(C)(C)C tert-Butyl 4-(4-(4-(7H-pyrrolo[2,3-d]pyrimidin-4-yl)-3,4-dihydro-2H-1,4-thiazin-6-yl)-2H-1,2,3-triazol-2-yl)piperidine-1-carboxylate